dimethylglycinonitrile CN(CC#N)C